(S)-8,8-Dimethyl-2-oxo-7,8-dihydro-2H,6H-pyrano[3,2-g]chromen-7-yl (E)-3-(4-acetoxy-3-methoxyphenyl)acrylat C(C)(=O)OC1=C(C=C(C=C1)/C=C/C(=O)O[C@H]1CC=2C=C3C=CC(OC3=CC2OC1(C)C)=O)OC